NC1=CC=C(C(=O)NN)C=C1 p-aminobenzoic hydrazide